BrC=1C=C2C(=C(C(N(C2=NC1)CCN1CCOCC1)=O)C(=O)OCC)C ethyl 6-bromo-4-methyl-1-(2-morpholinoethyl)-2-oxo-1,2-dihydro-1,8-naphthyridine-3-carboxylate